FC(C(=C)C(F)(F)F)(F)F 2-(trifluoromethyl)-3,3,3-trifluoro-1-propene